NC(CCN(NC([C@H](CC(C)C)NC(OCC1=CC=CC=C1)=O)=O)C(C1=C(C=CC(=C1)[N+](=O)[O-])F)=O)=O benzyl (S)-(1-(2-(3-amino-3-oxopropyl)-2-(2-fluoro-5-nitrobenzoyl)hydrazineyl)-4-methyl-1-oxopentan-2-yl)carbamate